[Si](C)(C)(C(C)(C)C)OCCOC=1C=C(C=C(C1)C(F)(F)F)N[C@H]1C(N(CC1)CC(F)(F)F)=O (R)-3-((3-(2-((tert-Butyldimethylsilyl)oxy)ethoxy)-5-(trifluoromethyl)phenyl)amino)-1-(2,2,2-trifluoroethyl)pyrrolidin-2-one